CN(CCCCC1(OC(C(O1)COCCCCCCCC(=O)OCCCCCCCC)COCCCCCCCC\C=C/CCCCCCCC)C)C Octyl (Z)-8-((2-(4-(dimethylamino)butyl)-2-methyl-5-((octadec-9-en-1-yloxy)-methyl)-1,3-dioxolan-4-yl)methoxy)octanoate